cholesta-5,7-dien-3β,25-diol CC(C)(CCC[C@@H](C)[C@H]1CC[C@H]2C3=CC=C4C[C@H](CC[C@]4(C)[C@H]3CC[C@]12C)O)O